Tert-butyl 6-((4-(7-bromo-6-cyano-1H-indol-3-yl)-5-(trifluoromethyl) pyrimidin-2-yl) amino)-2-azaspiro[3.3]heptane-2-carboxylate BrC=1C(=CC=C2C(=CNC12)C1=NC(=NC=C1C(F)(F)F)NC1CC2(CN(C2)C(=O)OC(C)(C)C)C1)C#N